C1(=CCCCC1)CN1CC(CNCCCNCCC1)C [(cyclohex-1-en-1-yl)methyl]-3-methyl-1,5,9-triazacyclododecan